The molecule is a member of the class of nitrotoluenes that is 4,6-dinitrotoluene bearing an additional hydroxylamino substituent at position 2. It has a role as a xenobiotic metabolite. It is a nitrotoluene and a member of hydroxylamines. CC1=C(C=C(C=C1[N+](=O)[O-])[N+](=O)[O-])NO